6-chloro-N-(6-(2,2-difluoroethyl)-5-fluoro-2-methoxypyridin-3-yl)pyrazolo[1,5-a]pyridine-3-sulfonamide ClC=1C=CC=2N(C1)N=CC2S(=O)(=O)NC=2C(=NC(=C(C2)F)CC(F)F)OC